C12CN(CC2C1)CCOC1=CC=C(C=C1)\C(=C(\CCC(=O)OC)/C1=CC=CC=C1)\C1=CC=C(C=C1)OC(C(C)(C)C)=O methyl (E)-5-(4-(2-(3-azabicyclo[3.1.0]hexan-3-yl)ethoxy)phenyl)-4-phenyl-5-(4-(pivaloyloxy)phenyl)pent-4-enoate